[2-(4-octenyl)alanine] C(CCC=CCCC)[C@](N)(C)C(=O)O